FC=1C=C(C=CC1F)C=1N=CN(C1C1=CC=C2C=NNC2=C1)C 6-(4-(3,4-Difluorophenyl)-1-methyl-1H-imidazol-5-yl)-1H-indazole